C(C=C)N1N(C2=NC(=NC=C2C1=O)NC1=CC=C(C=C1)CO)C1=CC=C2C(=N1)[C@@](CC2)(O)CC (R)-2-allyl-1-(7-ethyl-7-hydroxy-6,7-dihydro-5H-cyclopenta[b]pyridin-2-yl)-6-((4-(hydroxymethyl)phenyl)amino)-1,2-dihydro-3H-pyrazolo[3,4-d]pyrimidin-3-one